triacetoxyvinylsilane 2-isopropyl-3,3-dimethyl-butanoate C(C)(C)C(C(=O)O)C(C)(C)C.C(C)(=O)OC(=C(OC(C)=O)OC(C)=O)[SiH3]